ClC1=CC=C(C=N1)C(C)N1CCNCC1 1-[1-(6-chloropyridin-3-yl)ethyl]Piperazine